C(C1=CC=CC=C1)OCC1=NN(C(N1CC)=O)C1=NC(=C(C(=O)OC(C)C)C=C1F)C(C(C)C)=O Isopropyl 6-(3-((benzyloxy)methyl)-4-ethyl-5-oxo-4,5-dihydro-1H-1,2,4-triazol-1-yl)-5-fluoro-2-isobutyrylnicotinate